2-fluoro-5-(p-toluenesulfonyl)pyrrolo[2,3-b]pyrazine FC=1N=C2C(=NC1)N(C=C2)S(=O)(=O)C2=CC=C(C)C=C2